FC(C(=O)O)(F)F.N[C@@]1(CN(C[C@H]1CCCB(O)O)S(N(CC)C1CNC1)(=O)=O)C(=O)O |r| (racemic)-trans-3-amino-1-(N-(azetidin-3-yl)-N-ethylsulfamoyl)-4-(3-boronopropyl)pyrrolidine-3-carboxylic acid 2,2,2-trifluoroacetic acid salt